[Br-].C(=C)C(CCC[N+]1=CC=CC=C1)CC 4-vinyl-n-hexylpyridinium bromide